[C-]#N.C(CCCCCCCC)[N+]1(CCCC1)C 1-nonyl-1-methylpyrrolidinium cyanide